benzofuran isobutyrate C(C(C)C)(=O)O.O1C=CC2=C1C=CC=C2